COC=1C=C2C(=C(NC2=CC1)C)C(C(=O)C1=CC=NC=C1)=C (5-methoxy-2-methyl-1H-indol-3-yl)-1-(4-pyridyl)-2-propen-1-one